PYRIDOPYRAZINE N1=CC=NC2=C1C=CC=N2